O[C@@H](C(=O)NC=1C=CC(=NC1)C=1N=NN(C1NC(O[C@H](C)C=1C(=NC=CC1)Cl)=O)C)C (R)-1-(2-chloropyridin-3-yl)ethyl (4-(5-((R)-2-hydroxypropanamido)pyridin-2-yl)-1-methyl-1H-1,2,3-triazol-5-yl)carbamate